(4-(naphtho[2,3-B]benzofuran-2-yl)phenyl)boronic acid C1=C(C=CC2=C1C1=C(O2)C=C2C=CC=CC2=C1)C1=CC=C(C=C1)B(O)O